The molecule is the organophosphate oxoanion which results from the removal of two protons from the phosphate group of 3'-AMP; major species at pH 7.3. It has a role as a human metabolite and a mouse metabolite. It is a conjugate base of a 3'-AMP. C1=NC(=C2C(=N1)N(C=N2)[C@H]3[C@@H]([C@@H]([C@H](O3)CO)OP(=O)([O-])[O-])O)N